C1(=CC=C(C=C1)N(C(=O)[C@@H]1N(C[C@](C1)(C)O)C#N)C(C(=O)NC1CCC(CC1)(F)F)C=1C=NC=C(C1)F)C1=CC=CC=C1 (2R,4R)-N-([1,1'-biphenyl]-4-yl)-1-cyano-N-(2-((4,4-difluorocyclohexyl)amino)-1-(5-fluoropyridin-3-yl)-2-oxoethyl)-4-hydroxy-4-methylpyrrolidine-2-carboxamide